1,4-dioxaspiro[4.4]-nonane O1CCOC12CCCC2